FC1(CN(CC1)C1=NC=CC(=C1NC(=O)C1=NC=C(N=C1)OC(C)C)C1=C(C=CC=C1)F)F N-(2-(3,3-difluoropyrrolidin-1-yl)-4-(2-fluoro-phenyl)pyridin-3-yl)-5-isopropoxypyrazine-2-carboxamide